NC1=NC=2C=C(C(=CC2C2=C1COC2)C(=O)N([C@H]2COCC1=CC(=CC=C21)C2=CC=C(C=C2)C(F)(F)F)C)F (R)-4-amino-7-fluoro-N-methyl-N-(7-(4-(trifluoromethyl)phenyl)isochroman-4-yl)-1,3-dihydrofuro[3,4-c]quinoline-8-carboxamide